6-[2-(5-chloro-2-oxospiro[indoline-3,4'-piperidin]-1'-yl)ethoxy]-1-(3-hydroxy-3-methylcyclobutyl)-8-(trifluoromethyl)-1,4-dihydro-2H-3,1-benzoxazin-2-one ClC=1C=C2C(=CC1)NC(C21CCN(CC1)CCOC=1C=C(C2=C(COC(N2C2CC(C2)(C)O)=O)C1)C(F)(F)F)=O